COC(=O)C1=CC(=NN1C)COC 3-(methoxymethyl)-1-methyl-1H-pyrazole-5-carboxylic acid methyl ester